trans-2-methyl-3-(1-methyl-1H-pyrazol-4-yl)cyclopropane-1-carboxylic acid tert-butyl ester C(C)(C)(C)OC(=O)C1C(C1C=1C=NN(C1)C)C